C\C(=C/CO)\CC\C=C(\CCC=C(C)C)/C [2E,6E]-3,7,11-trimethyl-2,6,10-dodecatrien-1-ol